C(C)C1=CC=C(C=C1)C(C(C)SC1=NNC(=N1)C1=CC=NC=C1)=O 1-(4-ethylphenyl)-2-{[5-(pyridin-4-yl)-1H-1,2,4-triazol-3-yl]sulfanyl}propan-1-one